1,1,3,3-tetradeuterio-N-[[6-(2,4-dimethyloxazole-5-carbonyl)-6-azaspiro[2.5]octan-2-yl]methyl]pyrrolo[3,4-c]pyridine-2-carboxamide [2H]C1(N(C(C=2C=NC=CC21)([2H])[2H])C(=O)NCC2CC21CCN(CC1)C(=O)C1=C(N=C(O1)C)C)[2H]